CN(C1(CCC2(CN(C(N2)=O)CC2CCNCC2)CC1)C1=CC=CC=C1)C (CIS)-8-(dimethylamino)-8-phenyl-3-(piperidin-4-ylmethyl)-1,3-diazaspiro[4.5]decan-2-one